CC(=CC1=CC=CC=C1)[Li] α-methylstyryl-lithium